(R)-(4-((5-cyclopropyl-1H-pyrazol-3-yl)amino)-2-(3-methylpiperazine-1-carbonyl)quinazolin-6-yl)boronic acid hydrochloride Cl.C1(CC1)C1=CC(=NN1)NC1=NC(=NC2=CC=C(C=C12)B(O)O)C(=O)N1C[C@H](NCC1)C